BrC([C@@H]1[C@H]([C@H]([C@@H](O1)N1C=NC=2C(N)=NC=NC12)O)O)O 5'-bromoadenosine